1-((2,6-dibromopyridin-3-yl)oxy)-2-methylpropan-2-ol BrC1=NC(=CC=C1OCC(C)(O)C)Br